CC1=CC=CC1 methylcyclopentadiene